(R)-1-(4-chloro-2-fluorophenyl)-3-(1-(2'-(dimethylphosphoryl)-2,3-difluoro-[1,1'-biphenyl]-4-yl)-2-oxopiperidin-3-yl)urea ClC1=CC(=C(C=C1)NC(=O)N[C@H]1C(N(CCC1)C1=C(C(=C(C=C1)C1=C(C=CC=C1)P(=O)(C)C)F)F)=O)F